6-(Cyclopropanecarboxamido)-4-((4-oxo-5-(2,2,2-trifluoroethyl)-4,5-dihydropyrazolo[1,5-a]pyrazin-3-yl)amino)nicotinic acid C1(CC1)C(=O)NC1=NC=C(C(=O)O)C(=C1)NC=1C=NN2C1C(N(C=C2)CC(F)(F)F)=O